4-iodo-1-{[3-(propan-2-yloxy)tricyclo[3.3.1.13,7]dec-1-yl]methyl}-1H-pyrazole IC=1C=NN(C1)CC12CC3(CC(CC(C1)C3)C2)OC(C)C